2-(6-fluoronaphthalen-1-yl)-N,N-dimethylethan-1-amine FC=1C=C2C=CC=C(C2=CC1)CCN(C)C